1-{[tert-butyl(dimethyl)silyl]oxy}-3-(3,5-dibromo-1H-1,2,4-triazol-1-yl)propan-2-ol [Si](C)(C)(C(C)(C)C)OCC(CN1N=C(N=C1Br)Br)O